C(CCCCCCCCCCCCCCCCCC)S(=O)CCO 2-hydroxyethyl nondecyl sulfoxide